[O].[Bi].[Fe] Iron bismuth oxygen